(S)-N-(6-(N-(tert-Butyl)sulfamoyl)pyridin-2-yl)-2-(6-azaspiro[2.5]octan-6-yl)-6-(1,1,1-trifluoro-2-hydroxypropan-2-yl)nicotinamid C(C)(C)(C)NS(=O)(=O)C1=CC=CC(=N1)NC(C1=C(N=C(C=C1)[C@](C(F)(F)F)(C)O)N1CCC2(CC2)CC1)=O